(S)-l-1-chloro-8-hydroxy-3-(1H-pyrazolo[3,4-b]pyridin-1-yl)-10-(trifluoromethyl)-3,4-dihydro-[1,4]thiazepino[2,3,4-ij]quinazolin-6(2H)-one ClS1C[C@H](CN2C(N=C(C3=CC(=CC1=C23)C(F)(F)F)O)=O)N2N=CC=3C2=NC=CC3